6-chloro-8-((1S,2S)-2-(4-methyl-1-(2,2,2-trifluoroethyl)-1H-indazol-6-yl)cyclopropyl)imidazo[1,2-b]pyridazine ClC=1C=C(C=2N(N1)C=CN2)[C@@H]2[C@H](C2)C2=CC(=C1C=NN(C1=C2)CC(F)(F)F)C